C(C)[N-]CC.C(C)[N-]CC.C(C)[N-]CC.C(C)[N-]CC.[Ti+4] titanium tetrakis(diethyl-amide)